1-Nonyl-2-butylpiperidinium cyanid [C-]#N.C(CCCCCCCC)[NH+]1C(CCCC1)CCCC